P(O)(N)O[C@H]1[C@H]([C@@H](O[C@@H]1COC(C1=CC=C(C=C1)OC)(C1=CC=C(C=C1)OC)C1=CC=CC=C1)N1C(=O)NC(=O)C=C1)OC 5'-O-(4,4'-dimethoxytrityl)-2'-O-methyluridine phosphoramidite